NC=1N=NC(=CC1N1C[C@H](CCC1)C1=CC(=C(C(=O)OC)C=C1)C)Cl Methyl (R)-4-(1-(3-amino-6-chloropyridazin-4-yl)piperidin-3-yl)-2-methylbenzoate